6-hydroxymethyl-anthracene OCC=1C=C2C=C3C=CC=CC3=CC2=CC1